(S)-N-(4-chloro-3-methoxy-phenyl)-N-methyl-3-(6-methyl-4-(trifluoromethyl)pyridin-2-yl)-2-oxooxazolidine-4-carboxamide ClC1=C(C=C(C=C1)N(C(=O)[C@H]1N(C(OC1)=O)C1=NC(=CC(=C1)C(F)(F)F)C)C)OC